E-1,2'-bipyridine N1(CC=CC=C1)C1=NC=CC=C1